NC\C=C(\CN1C(=NC2=C1C=CC=C2C=2C=C(C=CC2)S(=O)(=O)N(C)C)C(F)(F)F)/F (Z)-3-(1-(4-amino-2-fluorobut-2-en-1-yl)-2-(trifluoromethyl)-1H-benzo[d]imidazol-4-yl)-N,N-dimethylbenzenesulfonamide